BrC1=C(C=C(C(=C1)OCCCC)OCCCC)Br 1,2-dibromo-4,5-dibutoxybenzene